NC1=C2N=CN(C2=NC(=N1)Cl)[C@H]1[C@H]([C@@H]([C@H](O1)CO[C@](C(=O)O)(C(=O)OCC)CC1=CC=C(C=C1)OC(F)(F)F)O)F (R)-2-(((2R,3R,4S,5R)-5-(6-amino-2-chloro-9H-purin-9-yl)-4-fluoro-3-hydroxy-tetrahydrofuran-2-yl)methoxy)-3-ethoxy-3-oxo-2-(4-(trifluoromethoxy)-benzyl)propionic acid